N-(2-hydroxy-3-(piperidin-1-yl)propoxy)-4-((6-methoxy-4-methylpyridin-3-yl)methyl)piperidine-4-carbimidoyl chloride OC(CON=C(C1(CCNCC1)CC=1C=NC(=CC1C)OC)Cl)CN1CCCCC1